2-(methoxy-d3)-5-(4,4,5,5-tetramethyl-1,3,2-dioxaborolan-2-yl)pyridine C(OC1=NC=C(C=C1)B1OC(C(O1)(C)C)(C)C)([2H])([2H])[2H]